5,5-diethyl-1,3-dioxolan-2-one C(C)C1(COC(O1)=O)CC